((3-phenylbicyclo[1.1.1]pentan-1-yl)methyl)pyrimidine-5-carboxamide C1(=CC=CC=C1)C12CC(C1)(C2)CC2=NC=C(C=N2)C(=O)N